CC1=CN=C(S1)NC(C1=C(C=CC(=C1)S(=O)(=O)N1CCCC1)N1CCCC1)=O N-(5-methyl-1,3-thiazol-2-yl)-2-pyrrolidin-1-yl-5-pyrrolidin-1-ylsulfonylbenzamide